Cl.C(C=C)C1(C[C@@H]2OCC[C@@H](C(N2C1C(=O)N[C@@H]1CCCC2=CC=CC=C12)=O)NC([C@H](C)NC)=O)CC=C (4S,9aS)-8,8-diallyl-4-((S)-2-(methylamino)propanamido)-5-oxo-N-((R)-1,2,3,4-tetrahydronaphthalen-1-yl)octahydropyrrolo[2,1-b][1,3]oxazepine-7-carboxamide hydrochloride